2-hexadecyleicosanol C(CCCCCCCCCCCCCCC)C(CO)CCCCCCCCCCCCCCCCCC